2-chloro-1,4-dihydroxynaphthalene ClC1=C(C2=CC=CC=C2C(=C1)O)O